(3-(Bromomethyl)-1-p-toluenesulfonylazetidin-3-yl)methanol BrCC1(CN(C1)S(=O)(=O)C1=CC=C(C)C=C1)CO